NC1=NC(=C(C=C1C=1C=NC=2C(NC=CC2C1)=O)C1=CC=C(C=C1)N1CCOCC1)F 3-(2-amino-6-fluoro-5-(4-morpholinophenyl)pyridin-3-yl)-1,7-naphthyridin-8(7H)-one